7-(2-(diethylamino)ethyl)-2,3-dimethyl-6,7,8,9-tetrahydro-1H-benzo[7]annulene-1,4(5H)-dione C(C)N(CCC1CCC2=C(CC1)C(C(=C(C2=O)C)C)=O)CC